(3-(methylamino)azetidin-1-yl)-6-(1-(trifluoromethyl)-1H-pyrazol-4-yl)pyridin-2-amine CNC1CN(C1)C=1C(=NC(=CC1)C=1C=NN(C1)C(F)(F)F)N